5,6-dimethyl-3-[(3-methylphenyl)sulfanyl]pyridazine-4-carboxylic acid CC=1C(=C(N=NC1C)SC1=CC(=CC=C1)C)C(=O)O